FC1=C(OC2=CC=C(C=C2)B(O)O)C=CC(=C1)F [4-(2,4-difluorophenoxy)phenyl]boronic acid